FC=1C=C2NC(C=3N(C2=C(C1C1=C2C=CN(C2=CC=C1F)S(=O)(=O)C)F)C(=NN3)C)(C)C 7,9-Difluoro-8-(5-fluoro-1-methylsulfonyl-1H-indol-4-yl)-1,4,4-trimethyl-5H-[1,2,4]triazolo[4,3-a]quinoxaline